2,4-dichloro-6-(9,9-dimethyl-9H-fluoren-2-yl)pyrimidine CESIUM PHOSPHATE SALT P(=O)([O-])([O-])[O-].[Cs+].ClC1=NC(=CC(=N1)Cl)C1=CC=2C(C3=CC=CC=C3C2C=C1)(C)C.[Cs+].[Cs+]